(R/S)-3-(1-aminoethyl)-5-(trifluoromethyl)aniline N[C@H](C)C=1C=C(N)C=C(C1)C(F)(F)F |r|